rel-(S)-(5-(Pyrimidin-4-yl)isochroman-1-yl)methanamine hydrochloride salt Cl.N1=CN=C(C=C1)C1=C2CCO[C@@H](C2=CC=C1)CN |o1:12|